4-chloro-N-(5-((4-fluorophenyl)ethynyl)-3-methylpyridin-2-yl)-1-(1-isobutyrylpyrrolidin-3-yl)-1H-pyrazole-5-carboxamide ClC=1C=NN(C1C(=O)NC1=NC=C(C=C1C)C#CC1=CC=C(C=C1)F)C1CN(CC1)C(C(C)C)=O